FC(OC=1C=C(C(=O)O)C=CC1)(F)F 3-(trifluoromethyloxy)benzoic acid